COC=1C=C2C(=CC=NC2=CC1)N1CCC(CC1)C(C#N)C 2-(1-(6-methoxyquinolin-4-yl)piperidin-4-yl)propanenitrile